(2S,4R)-4-METHYLHEX-5-EN-2-OL C[C@H](C[C@H](C)O)C=C